3-(7-bromo-2,8-difluoroquinazolin-4-yl)-3,9-diazabicyclo[4.2.1]Nonane-9-carboxylic acid tert-butyl ester C(C)(C)(C)OC(=O)N1C2CN(CCC1CC2)C2=NC(=NC1=C(C(=CC=C21)Br)F)F